C(C1=CC=CC=C1)SC=1C=C(C=C(C1OC)Cl)CO (3-benzylsulfanyl-5-chloro-4-methoxy-phenyl)methanol